(6-(difluoromethyl)pyridazin-4-yl)-2,9-dimethyl-9-(trifluoromethyl)-8,9-dihydro-7H-imidazo[1,2-b]pyrrolo[3,2-d]pyridazin-7-carboxamide FC(C1=CC(=CN=N1)C1=C(N=C2N1N=CC1=C2C(CN1C(=O)N)(C(F)(F)F)C)C)F